CC1(CCCCO1)C 6,6-Dimethyl-tetrahydro-pyran